OC=1C=C(/C=C/C(=O)NC(C=2C(C(=O)O)=CC(=CC2)O)=O)C=CC1O N-(3',4'-dihydroxy-(E)-cinnamoyl)-5-hydroxyphthalamic acid